C(C)OC(C1CCN(CC1)CCCCC1OCCC1)=O (4-(tetrahydro-2-furyl)butyl)isonipecotic acid ethyl ester